2-(3,4-dihydroxy-phenethyl)-8-hydroxyquinoline-7-phosphonic acid OC=1C=C(CCC2=NC3=C(C(=CC=C3C=C2)P(O)(=O)O)O)C=CC1O